4-(4-benzylpiperazin-1-yl)-6-chloro-N-(4-methoxybenzyl)pyridin-2-amine C(C1=CC=CC=C1)N1CCN(CC1)C1=CC(=NC(=C1)Cl)NCC1=CC=C(C=C1)OC